(R)-2-((1-(2-cyano-7-methyl-3-(1-methyl-1H-pyrazol-4-yl)quinolin-5-yl)ethyl)amino)benzoic acid C(#N)C1=NC2=CC(=CC(=C2C=C1C=1C=NN(C1)C)[C@@H](C)NC1=C(C(=O)O)C=CC=C1)C